2,5-dihydrothiophene-3,4-dicarboxylic acid anhydride S1CC2=C(C1)C(=O)OC2=O